ethyl (S)-4-(3-((tert-butoxycarbonyl)amino)-3-methylpyrrolidin-1-yl)-6-cyclopropylnicotinate C(C)(C)(C)OC(=O)N[C@@]1(CN(CC1)C1=CC(=NC=C1C(=O)OCC)C1CC1)C